3-(4-aminophenyl)-1-tert-butyl-5-[(6-methylpyrazin-2-yl)amino]-1H-pyrazole-4-carboxamide NC1=CC=C(C=C1)C1=NN(C(=C1C(=O)N)NC1=NC(=CN=C1)C)C(C)(C)C